BrC=1N=C(C=2N(C1)C=C(N2)C)OC2=CC=CC=C2 6-bromo-2-methyl-8-phenoxyimidazo[1,2-a]pyrazine